2-(2-(trifluoromethyl)isonicotinamido)benzo[d]thiazole-6-carboxylic acid FC(C=1C=C(C(=O)NC=2SC3=C(N2)C=CC(=C3)C(=O)O)C=CN1)(F)F